CN(C1CC2=C(N(N=C2CC1)C1=CC=CC=C1)O)CC1=NC=CC=C1 5-[methyl-(pyridin-2-ylmethyl)amino]-2-phenyl-4,5,6,7-tetrahydro-2H-indazol-3-ol